FC1=CC=C(C=C1)C=1N=CN(C1C1=NC(=NC=C1)OC1=CC=CC=C1)C(CO)CO 2-[4-(4-fluorophenyl)-5-(2-phenoxypyrimidin-4-yl)imidazol-1-yl]propane-1,3-diol